N-(1-(azetidin-1-ylmethyl)cyclopropyl)-2-(4-methyl-1H-indol-1-yl)propanamide N1(CCC1)CC1(CC1)NC(C(C)N1C=CC2=C(C=CC=C12)C)=O